5-Bromo-N2-(2-methoxy-5-methyl-4-(4-(4-methylpiperazin-1-yl)piperidin-1-yl)phenyl)-N4-(2-(1-methoxyethyl)phenyl)pyrimidine-2,4-diamine BrC=1C(=NC(=NC1)NC1=C(C=C(C(=C1)C)N1CCC(CC1)N1CCN(CC1)C)OC)NC1=C(C=CC=C1)C(C)OC